4-(2-methoxyphenethyl)morpholine COC1=C(CCN2CCOCC2)C=CC=C1